OC[C@@H]1N(C[C@@H]([C@H]([C@@H]1O)O)O)C[C@@H]1CN(CC1)C1=CSC=C1 (2S,3R,4R,5S)-2-(hydroxymethyl)-1-(((R)-1-(thiophen-3-yl)pyrrolidin-3-yl)methyl)piperidine-3,4,5-triol